2-fluoro-N-[[4-(hydroxymethyl)-1-[4-(trifluoromethoxy)phenyl]pyrazolo[3,4-b]pyridin-3-yl]methyl]prop-2-enamide FC(C(=O)NCC1=NN(C2=NC=CC(=C21)CO)C2=CC=C(C=C2)OC(F)(F)F)=C